[3-(2-pyridyldithio)-propionamide] hexanoate C(CCCCC)(=O)O.N1=C(C=CC=C1)SSCCC(=O)N